2-methacrylamido-2-methylbutanesulfonic acid C(C(=C)C)(=O)NC(CS(=O)(=O)O)(CC)C